FC1=C(C(=C2C=CNC2=C1F)SC)OC=1C=CC(=C(C1)C=1NC(=CN1)C1(CCOC2=C(C=CC=C12)C(C1C(NC(N1)=O)=O)O)C)F 5-[[4-[2-[5-[(6,7-difluoro-4-methylsulfanyl-1H-indol-5-yl)oxy]-2-fluoro-phenyl]-1H-imidazol-5-yl]-4-methyl-chroman-8-yl]-hydroxy-methyl]imidazolidine-2,4-dione